C(C)(C)OC1=CC=C(C=C1)C=1C=CC=C2C=NC(=NC12)NC1=CC(=CC=C1)N1CCN(CC1)C 8-(4-Isopropoxyphenyl)-N-(3-(4-methylpiperazin-1-yl)phenyl)quinazolin-2-amine